BrCC1=NC=NC=C1N(C(OC(C)(C)C)=O)S(=O)(=O)C tert-butyl N-(4-(bromomethyl) pyrimidin-5-yl)-N-methylsulfonyl-carbamate